1-(phenyl)-3-(2-methoxypyridin-4-yl)urea C1(=CC=CC=C1)NC(=O)NC1=CC(=NC=C1)OC